1-trimethoxysilyl-8-(diethylamino)(triethoxysilylpropylamino)methylsilyl-octane CO[Si](C(CCCCCCCN(CC)CC)[SiH2]CNCCC[Si](OCC)(OCC)OCC)(OC)OC